1-(6-amino-4-methylpyridin-3-yl)-6-chloro-4-oxo-7-{5H,6H,7H-pyrrolo[3,4-b]pyridin-6-yl}-1,4-dihydroquinoline NC1=CC(=C(C=N1)N1C=CC(C2=CC(=C(C=C12)N1CC2=NC=CC=C2C1)Cl)=O)C